C(C(=O)[O-])(=O)[O-].P(F)(F)F.[Li+].[Li+] lithium phosphorous fluoride oxalate salt